C(C)(C)(C)OC(=O)N(C1=NC=C(C=C1S(=O)(=O)CC)OC(C)(C)C#N)CC=1SC(=CC1C(=O)OCC)C(C(F)(F)F)(F)F ethyl 2-[[tert-butoxycarbonyl-[5-(1-cyano-1-methyl-ethoxy)-3-ethylsulfonyl-2-pyridyl]amino]methyl]-5-(1,1,2,2,2-pentafluoroethyl)thiophene-3-carboxylate